FC1=CC(=CC2=C1N=C(O2)[C@H]2N(CCC1=C2N=CN1)C(=O)C1=C(N=C(O1)C(C)(C)O)C(F)F)F (S)-(4-(4,6-difluorobenzo[d]oxazol-2-yl)-6,7-dihydro-1H-imidazo[4,5-c]pyridin-5(4H)-yl)(4-(difluoromethyl)-2-(2-hydroxypropan-2-yl)oxazol-5-yl)methanone